C(#N)CC(C)(C)C=1N(C2=CC(=CC(=C2C1C1=CC=C(C(=O)OC)C=C1)O)F)C1=CC=C(C=C1)F methyl 4-[2-(2-cyano-1,1-dimethyl-ethyl)-6-fluoro-1-(4-fluorophenyl)-4-hydroxy-indol-3-yl]benzoate